C(#N)C=1C=C2CN(CC2=CC1)C(CC(=O)OCC)C1=C2C=CN(C2=C(C=C1OC)C)S(=O)(=O)C1=CC=C(C)C=C1 ethyl 3-(5-cyanoisoindolin-2-yl)-3-(5-methoxy-7-methyl-1-tosyl-1H-indol-4-yl)propanoate